C(C)(C)N1N=CC(=C1)C1=CC2=C(N=CN=C2N(CC2=CC(=CC=C2)C)C)N1 6-(1-Isopropyl-1H-pyrazol-4-yl)-N-methyl-N-(3-methylbenzyl)-7H-pyrrolo[2,3-d]pyrimidin-4-amine